BrC=1C=C(C=C(C1OC)Br)[Si](CCC)(C1=CC(=C(C(=C1)Br)OC)Br)C1=CC(=C(C(=C1)Br)OC)Br tris-(3,5-dibromo-4-methoxy-phenyl)-propylsilane